5-fluoro-4-hydroxy-2-(3-((1-oxo-3-propyl-5,6,7,8-tetrahydroisoquinolin-2(1H)-yl)methyl)isoxazol-5-yl)benzonitrile FC=1C(=CC(=C(C#N)C1)C1=CC(=NO1)CN1C(C=2CCCCC2C=C1CCC)=O)O